[4-amino-2-(2,4-difluoroanilino)-1,3-thiazol-5-yl](phenyl)methanone NC=1N=C(SC1C(=O)C1=CC=CC=C1)NC1=C(C=C(C=C1)F)F